ClC=1C=C2C=C(NC2=CC1C1=NC=C(N=C1)OC)CNC(=O)C1=NOC(=C1)C N-{[5-chloro-6-(5-methoxy-2-pyrazinyl)-2-indolyl]methyl}-5-methyl-3-isoxazolecarboxamide